ClC=1N=CC2=C(N1)CN(CC2)C(=O)OC(C)(C)C tert-butyl 2-chloro-5,8-dihydropyrido[3,4-d]pyrimidin-7(6H)-carboxylate